ClC1=NC=C(C(=N1)Cl)CO (2,4-dichloropyrimidin-5-yl)methanol